NCC1=CC=C(C=C1)S(=O)(=O)NCC=1OC=CC1 4-(aminomethyl)-N-(2-furylmethyl)benzenesulfonamide